2-Hydroxy-1-(4-(2-hydroxyethoxy)phenyl)-2-methylpropan-1-one OC(C(=O)C1=CC=C(C=C1)OCCO)(C)C